(cyclopropylsulfonyl)-6H-thieno[2,3-b]pyrrole-5-carboxylic acid ethyl ester C(C)OC(=O)C1=CC2=C(N1)SC(=C2)S(=O)(=O)C2CC2